Butyl-carboxamide C(CCC)C(=O)N